O[C@@H]1[C@H](CC1)NC1=NC=C(C=2N=CN(C(C21)=O)C)C2=CC=C(C=C2)C(F)(F)F 5-(((1S,2S)-2-hydroxycyclobutyl)amino)-3-methyl-8-(4-(trifluoromethyl)phenyl)pyrido[4,3-d]pyrimidin-4(3H)-one